2,2-bis[4-(2-hydroxy-3-methacryloxypropoxy)-phenyl]propane OC(COC1=CC=C(C=C1)C(C)(C)C1=CC=C(C=C1)OCC(COC(C(=C)C)=O)O)COC(C(=C)C)=O